ClC=1C=CC(=C(C1)C1=CC(=CN1)S(=O)(=O)O)F 5-(5-chloro-2-fluorophenyl)-1H-pyrrole-3-sulfonic acid